rel-tert-butyl 5-hydroxy-2-azabicyclo[2.2.1]heptane-2-carboxylate OC1C2CN(C(C1)C2)C(=O)OC(C)(C)C